(S)-3-fluoro-5-(((1-(hexadecyloxy)-3-(trityloxy)propan-2-yl)oxy)methyl)benzonitrile FC=1C=C(C#N)C=C(C1)CO[C@@H](COCCCCCCCCCCCCCCCC)COC(C1=CC=CC=C1)(C1=CC=CC=C1)C1=CC=CC=C1